NC1=CC=C(C=C1)C(C)(C)C1=CC=C(C=C1)N 2,2-Di-(4-aminophenyl)-propan